C(C1=CC=CC=C1)OC=1C=CC(=C(C1)C1=NC(=NN1C)C(O)C1=CC(=CC=C1)CCCO[Si](C)(C)C(C)(C)C)F (5-(5-(benzyloxy)-2-fluorophenyl)-1-methyl-1H-1,2,4-triazol-3-yl)(3-(3-((tert-butyldimethylsilyl)oxy)propyl)phenyl)methanol